NC=1C=CC(=NC1)NC1=CC(=NC=2N1N=CC2C#N)NC2=CC(=C(C=C2)N2C[C@H](CC2)N)C[S@](=O)C |&1:33| (±)-7-((5-Aminopyridin-2-yl)amino)-5-((4-((S)-3-aminopyrrolidin-1-yl)-3-((methylsulfinyl)methyl)phenyl)amino)pyrazolo[1,5-a]pyrimidin-3-carbonitril